N(=[N+]=[N-])CCOCCOCCC1=C(OC2=C1C=C(C=C2)N(CCCl)CCCl)C(=O)N (2-(2-(2-azidoethoxy)ethoxy)ethyl)-5-(bis(2-chloroethyl)amino)benzofuran-2-carboxamide